2,2,6,6-Tetramethyl-4-n-butylamino-piperidine CC1(NC(CC(C1)NCCCC)(C)C)C